C([O-])([O-])=O.[K+].[Na+] sodium-potassium carbonate